ClCCCC(=O)N(C1=NNC(=C1)C)C 4-chloro-N-methyl-N-(5-methyl-1H-pyrazol-3-yl)butanamide